2-Azabicyclo[2.1.1]hex-4-ylmethanol hydrochloride Cl.C12NCC(C1)(C2)CO